ClC=1C(=C2N=C(N=C3C2=C(CC[C@@H]2COCCCN32)N1)OC[C@]13CCCN3C[C@@H](C1)F)F (R)-2-chloro-1-fluoro-12-(((2R,7aS)-2-fluorotetrahydro-1H-pyrrolizin-7a(5H)-yl)methoxy)-4,5,5a,6,9,10-hexahydro-8H-7-oxa-3,10a,11,13-tetraazanaphtho[1,8-ab]heptalene